4-((2-(2-(4-(3-((4-((3-chloro-4-fluorophenyl)amino)-7-methoxyquinazolin-6-yl)oxy)propyl)piperazin-1-yl)-2-oxoethoxy)ethyl)thio)-2-(2,6-dioxopiperidin-3-yl)isoindoline-1,3-dione ClC=1C=C(C=CC1F)NC1=NC=NC2=CC(=C(C=C12)OCCCN1CCN(CC1)C(COCCSC1=C2C(N(C(C2=CC=C1)=O)C1C(NC(CC1)=O)=O)=O)=O)OC